BrC1=CC=C(C=C1)N(C(C=C)=O)C1=CC=C2C(=N1)C=NN2 N-(4-bromophenyl)-N-(1H-pyrazolo[4,3-b]pyridin-5-yl)acrylamide